C(N)(=O)C=1C(=NC(=NC1)NC1=CC=C(C=C1)N1CCN(CC1)C)NC1=CC(=CC=C1)NS(=O)(=O)C1CC1 5-Carbamoyl-N4-[3-(cyclopropanesulfonamido)phenyl]-N2-[4-(4-methylpiperazin-1-yl)phenyl]pyrimidine-2,4-diamine